COC1=C(C=CC=C1C(=O)NC(CC1=NC=CC=C1)C)C1=CC=CC=C1 methoxy-N-(1-methyl-2-pyridin-2-ylethyl)biphenyl-3-carboxamide